S1C(=CC=2C1=C1C=NNC1=CC2)C(=O)O 6H-thieno[2,3-e]indazole-2-carboxylic acid